N-[3-fluoro-4-({6-methoxy-7-[2-(3-oxopiperidin-1-yl)ethoxy]quinolin-4-yl}oxy)phenyl]-5-(4-fluorophenyl)-6-oxo-2,3,5,6-tetrahydrofuro[3,2-c]pyridine-7-carboxamide FC=1C=C(C=CC1OC1=CC=NC2=CC(=C(C=C12)OC)OCCN1CC(CCC1)=O)NC(=O)C1=C2C(=CN(C1=O)C1=CC=C(C=C1)F)CCO2